FC(C1=NN=C(O1)C1=CC=2N(C=C1)C=C(N2)CN(C(=O)C2CCN(CC2)C(=O)N(C)C)C2=CC=CC=C2)F N4-((7-(5-(difluoromethyl)-1,3,4-oxadiazol-2-yl)imidazo[1,2-a]pyridin-2-yl)methyl)-N1,N1-dimethyl-N4-phenylpiperidine-1,4-dicarboxamide